ClC1=CC(=CC=2C3=CC=CC=C3C(C12)(C)C)C#N chloro-9,9-dimethyl-9H-fluorene-3-carbonitrile